FC1=NC=C(C(=C1F)C)C(F)(F)F 2,3-difluoro-4-methyl-5-(trifluoromethyl)pyridine